2-(2-((2-Chloro-2'-fluoro-[1,1'-biphenyl]-3-yl)methoxy)-7,8-dihydro-1,6-naphthyridin-6(5H)-yl)ethan-1-ol bis[4-(vinyloxy)butyl]terephthalate C(=C)OCCCCC=1C(=C(C(=O)O)C=CC1C(=O)O)CCCCOC=C.ClC1=C(C=CC=C1COC1=NC=2CCN(CC2C=C1)CCO)C1=C(C=CC=C1)F